ClC1=CC2=C(N(C(N=C2N2[C@H](CN([C@@H](C2)C)C(C=C)=O)C)=O)C=2C(=NC=CC2C)C(C)C)N=C1C1=C(C=CC(=C1)OC(F)(F)F)F (M)-6-Chloro-4-[(2S,5R)-2,5-dimethyl-4-prop-2-enoyl-piperazin-1-yl]-7-[2-fluoro-5-(trifluoro-methoxy)phenyl]-1-(2-isopropyl-4-methyl-3-pyridyl)pyrido[2,3-d]pyrimidin-2-one